1,3,6-naphthalenetrisulfonic acid trisodium salt [Na+].[Na+].[Na+].C1(=CC(=CC2=CC(=CC=C12)S(=O)(=O)[O-])S(=O)(=O)[O-])S(=O)(=O)[O-]